3-(glycidoxy)propyl-(dimethoxy)methylsilane C(C1CO1)OCCC[SiH2]C(OC)OC